7a'-Methyl-3'-phenyl-4'H,6'H-spiro[cyclohexan-1,5'-furo[2,3-b]pyran]-2'(7a'H)-on CC12OCC3(CC1=C(C(O2)=O)C2=CC=CC=C2)CCCCC3